(3-chloro-4-(5-(3,4-dihydro-2H-pyrano[2,3-b]pyridin-5-yl)pyridin-3-yl)phenyl)(4-hydroxypiperidin-1-yl)methanone ClC=1C=C(C=CC1C=1C=NC=C(C1)C1=C2C(=NC=C1)OCCC2)C(=O)N2CCC(CC2)O